(1S,2R)-2-hydroxy-8-iodo-1,2,3,4-tetrahydronaphthalen-1-yl carbamate C(N)(O[C@@H]1[C@@H](CCC2=CC=CC(=C12)I)O)=O